ethyl 6-chloro-3-(4-chloro-3-fluorophenyl)-1-benzothiophene-2-carboxylate ClC1=CC2=C(C(=C(S2)C(=O)OCC)C2=CC(=C(C=C2)Cl)F)C=C1